CN1/C(=C\\C=C\\C2=CC=[N+](C3=CC=CC=C23)CCC(=[N+](C)C)CCCC(=[N+](C)C)CC[N+]4=CC=C(C5=CC=CC=C45)/C=C/C=C\\6/OC7=CC=CC=C7N6C)/OC8=CC=CC=C18 The molecule is the tetracation of YoYo-1 dye. It has a role as a fluorochrome. It is a benzoxazolium ion, a quinolinium ion, a cyanine dye and an iminium ion.